12-methyl-10-[(7-methyl-1H-indazol-5-yl)methyl]-15,18-dioxa-5,9,12,24,26-pentazapentacyclo[20.5.2.11,4.13,7.025,28]hentriaconta-3,5,7(30),22(29),23,25(28)-hexaene-8,11,27-trione CN1C(C(NC(C=2C=NC3=C(CC4(C(NC=5N=CC(CCCOCCOCC1)=CC45)=O)C3)C2)=O)CC=2C=C3C=NNC3=C(C2)C)=O